N-(3-chloro-5-(methylsulfonyl)phenyl)-5-cyclopropyl-4-(pyridin-2-yl)thiophene-2-carboxamide ClC=1C=C(C=C(C1)S(=O)(=O)C)NC(=O)C=1SC(=C(C1)C1=NC=CC=C1)C1CC1